FC1=NC=CC=C1C1=C(N=CC(=N1)N)N1N=C(C=C1)OCC(C(F)(F)F)(C)C 6-(2-fluoro-3-pyridyl)-5-[3-(3,3,3-trifluoro-2,2-dimethyl-propoxy)pyrazol-1-yl]pyrazin-2-amine